N-((1S,3R)-3-Acrylamidocyclohexyl)-4-oxo-5-(2-phenylpyridin-4-yl)-4,5-dihydro-3H-1-thia-3,5,8-triazaacenaphthylene-2-carboxamide C(C=C)(=O)N[C@H]1C[C@H](CCC1)NC(=O)C=1SC=2N=CC=C3N(C(NC1C23)=O)C2=CC(=NC=C2)C2=CC=CC=C2